Cl.NC\C=C(\CN1N=NC2=C1C=C(C=C2C2=CC(=CC=C2)S(=O)(=O)CC)C(=O)OC)/F Methyl (Z)-1-(4-amino-2-fluorobut-2-en-1-yl)-4-(3-(ethylsulfonyl)phenyl)-1H-benzo[d][1,2,3]triazole-6-carboxylate hydrochloride